1,1'-dihydroxy-5,5'-bitetrazole cobalt [Co].ON1N=NN=C1C1=NN=NN1O